C(C)C1=C2C(C(C(C2=CC=C1OC=1C=C(C#N)C=C(C1)F)(F)F)(F)F)(C)O 3-((4-ethyl-1,1,2,2-tetrafluoro-3-hydroxy-3-methyl-2,3-dihydro-1H-inden-5-yl)oxy)-5-fluorobenzonitrile